FC(C=1C=CC=2N(C1)C(=CN2)C2=CC=CC(=N2)N2CCN(CC2)C(C)=O)(F)F 1-[4-[6-[6-(trifluoromethyl)imidazo[1,2-a]pyridin-3-yl]-2-pyridinyl]piperazin-1-yl]ethanone